2,8-diaminonaphthalene NC1=CC2=C(C=CC=C2C=C1)N